C(C)(C)C1=C(NC2=CC=C(C=C12)C1CCN(CC1)C(CNC(C)C)=O)C1=C2C(=NC=C1)NN=C2 1-(4-(3-isopropyl-2-(1H-pyrazolo[3,4-b]pyridin-4-yl)-1H-indol-5-yl)piperidin-1-yl)-2-(isopropylamino)ethan-1-one